COC(=O)C1=CC(=NN1C=1SC(=C(N1)C1=CC=C(C=C1)C(F)(F)F)SC(C)C)OC 1-(5-(Isopropylsulfanyl)-4-(4-(trifluoromethyl)phenyl)thiazol-2-yl)-3-methoxy-1H-pyrazole-5-carboxylic acid methyl ester